2-[5-(aminomethyl)-4-chloro-6-oxo-pyridazin-1-yl]-N-[3-[2-(2-pyridyl)ethylsulfamoyl]-4-(trifluoromethyl)phenyl]acetamide NCC1=C(C=NN(C1=O)CC(=O)NC1=CC(=C(C=C1)C(F)(F)F)S(NCCC1=NC=CC=C1)(=O)=O)Cl